C(C)N(CCC1=CNC2=C(C=CC=C12)OC(CC(=O)O)=O)CC 3-((3-(2-(diethylamino)ethyl)-1H-indol-7-yl)oxy)-3-oxopropionic acid